2'-Ethoxy-N4-{[1-(methoxymethyl)cyclopentyl]methyl}-5-nitro-6'-(trifluoromethyl)[2,4'-bipyridin]-4,6-diamine C(C)OC1=NC(=CC(=C1)C1=NC(=C(C(=C1)NCC1(CCCC1)COC)[N+](=O)[O-])N)C(F)(F)F